FC(C=1OC(=CN1)CN1CC2(CN(C2)C(=O)N2CC3(C2)CC(C3)N3N=C(N=C3)C(F)(F)F)C1)(F)F [6-[[2-(trifluoromethyl)oxazol-5-yl]methyl]-2,6-diazaspiro[3.3]heptan-2-yl]-[6-[3-(trifluoromethyl)-1,2,4-triazol-1-yl]-2-azaspiro[3.3]heptan-2-yl]methanone